4-(4-(6-bromoquinazolin-4-ylamino)-2-methylphenoxy)-1-(difluoromethyl)pyridin-2-one BrC=1C=C2C(=NC=NC2=CC1)NC1=CC(=C(OC2=CC(N(C=C2)C(F)F)=O)C=C1)C